OP(O)OP(O)O.C(C)(C)(C)C=1C(=C(C=CC1C)C(O)(C(CO)(CO)CO)C1=C(C(=C(C=C1)C)C(C)(C)C)C(C)(C)C)C(C)(C)C bis(di-t-butyl-4-methylphenyl)pentaerythritol diphosphite